F[P-](F)(F)(F)(F)F.N1(N=NC2=C1N=CC=C2)OC(=[N+](CC)CC)N(CC)CC O-(7-azabenzotriazol-1-yl)-N,N,N',N'-tetraethyluronium hexafluorophosphate